4-(2-(3-(3-bromopropoxy)propoxy)ethylthio)-2-(2,6-dioxopiperidin-3-yl)isoindoline-1,3-dione BrCCCOCCCOCCSC1=C2C(N(C(C2=CC=C1)=O)C1C(NC(CC1)=O)=O)=O